BrCCOC1=CC2=C(N(C(=N2)C2CC(C2)(O)C)C)C(=C1)C(F)(F)F (cis)-3-(5-(2-bromoethoxy)-1-methyl-7-(trifluoromethyl)-1H-benzo[d]imidazol-2-yl)-1-methylcyclobutan-1-ol